BrC1=CC=C(C=C1)C1=NOC=C1 3-(4-bromophenyl)isoxazole